(+)-ethyl 2-(2-((7-(3-(((tert-butoxycarbonyl)amino)methyl)phenyl)-2-(1-((S)-1,1-dimethylethylsulfinamido)ethyl)benzofuran-5-yl)methoxy)phenyl)acetate C(C)(C)(C)OC(=O)NCC=1C=C(C=CC1)C1=CC(=CC=2C=C(OC21)C(C)N[S@@](=O)C(C)(C)C)COC2=C(C=CC=C2)CC(=O)OCC